CN(C)C[C@@H]1C(CCCC1)(O)C1=CC=C(C=C1)F (2R)-2-((dimethylamino)methyl)-1-(4-fluorophenyl)cyclohexane-1-ol